N-(1-(3-fluorobenzyl)-6-(6-methoxypyridin-3-yl)-1H-pyrazolo[3,4-d]pyrimidin-4-yl)-5-nitrothiophene-2-carboxamide FC=1C=C(CN2N=CC=3C2=NC(=NC3NC(=O)C=3SC(=CC3)[N+](=O)[O-])C=3C=NC(=CC3)OC)C=CC1